ClCC1=NC2=C(C=CC(=C2C(N1)=O)C(F)(F)F)C 2-(chloromethyl)-8-methyl-5-(trifluoromethyl)quinazolin-4(3H)-one